hexadeceneic acid C(C=CCCCCCCCCCCCCC)(=O)O